6-(6-chloro-7-(2-fluoro-6-hydroxyphenyl)-4-((2S)-2-methyl-4-(2-propenoyl)-1-piperazinyl)-2-oxopyrido[2,3-d]pyrimidin-1(2H)-yl)-5-ethyl-3-pyridine-carbonitrile ClC1=CC2=C(N(C(N=C2N2[C@H](CN(CC2)C(C=C)=O)C)=O)C2=C(C=C(C=N2)C#N)CC)N=C1C1=C(C=CC=C1O)F